N-benzyl-3-(2,6-bis(benzyloxy)pyridin-3-yl)-1-methyl-1H-indazol-7-amine C(C1=CC=CC=C1)NC=1C=CC=C2C(=NN(C12)C)C=1C(=NC(=CC1)OCC1=CC=CC=C1)OCC1=CC=CC=C1